C(C)(=O)ON(C(C)=O)C1=CC=C(C(=O)OC[C@@]2(C=C3C(C(C4(C(=C3C2=O)C)CC4)(C)O)=O)C)C=C1 ((2'S)-6'-hydroxy-2',4',6'-trimethyl-3',7'-dioxo-2',3',6',7'-tetrahydrospiro[cyclopropane-1,5'-inden]-2'-yl)methyl 4-(N-acetoxyacetamido)benzoate